COC1=C(C(=CC=C1)OC)C1=CN(C2=NC(=CC=C21)NC(=O)[C@H]2[C@@H](C2)CC=O)COCC[Si](C)(C)C Trans-N-(3-(2,6-dimethoxyphenyl)-1-((2-(trimethylsilyl)ethoxy)methyl)-1H-pyrrolo[2,3-b]pyridin-6-yl)-2-(2-oxoethyl)cyclopropane-1-carboxamide